BrC=1C(=C(C=NC1)[C@@H](C)N[S@](=O)C(C)(C)C)Cl |o1:7| (R)-2-methyl-propane-2-sulfinic acid [(R or S)-1-(5-bromo-4-chloro-pyridin-3-yl)-ethyl]-amide